CC(C)OC1=CC=C2C=CN=CC2=C1 7-(propan-2-yloxy)isoquinoline